(2R,5S)-4-(2-(chloromethyl)-5-methyl-6-oxo-5,6-dihydroimidazo[1,2-b]pyridazin-8-yl)-5-ethyl-2-methylpiperazine-1-carboxylic acid tert-butyl ester C(C)(C)(C)OC(=O)N1[C@@H](CN([C@H](C1)CC)C=1C=2N(N(C(C1)=O)C)C=C(N2)CCl)C